[NH4+].P(=O)(OCCN(CC1=CC=C(C=C1)OC)C(CCCCC1=CC=C(C=C1)CCCCCC1CCCCC1)=O)(O)O 2-[{5-[4-(5-Cyclohexylpentyl)phenyl]pentanoyl}(4-methoxybenzyl)amino]ethyl dihydrogen phosphate ammonium salt